Dichloro[1,3-bis-(2,4,6-trimethylphenyl)-2-imidazolidinylidene](benzylidene)(tricyclohexylphosphine) ruthenium (II) [Ru+2].ClC1C(C(C(CC1)(P(C1CCCCC1)C1CCCCC1)Cl)=CC1=CC=CC=C1)=C1N(CCN1C1=C(C=C(C=C1C)C)C)C1=C(C=C(C=C1C)C)C